(3R)-tert-Butyl 11-hydroxy-3-methyl-3,4,8,9,10,11-hexahydro-1H-pyrido-[4',3':3,4]pyrazolo[1,5-a]azepine-2(7H)-carboxylate OC1C=2N(CCCC1)N=C1C2CN([C@@H](C1)C)C(=O)OC(C)(C)C